O=C1NC(CCC1NC(=O)C12CC(C1)(C2)N2CCC(CC2)CC2CCN(CC2)C2=CC=C(C(=O)O)C=C2)=O 4-[4-[[1-[1-[(2,6-dioxo-3-piperidyl)carbamoyl]-3-bicyclo[1.1.1]pentyl]-4-piperidyl]methyl]-1-piperidyl]benzoic acid